O1C(=NC2=C1C=CC=C2)C2=C(C(=O)O)C=C(C=N2)N2C1=C(OCCC2)C=CC(=C1)F 2-(benzo[d]oxazol-2-yl)-5-(7-fluoro-3,4-dihydrobenzo[b][1,4]oxazepine-5(2H)-yl)nicotinic acid